6-chloro-N-methyl-N-(1-methylpyrrolidin-3-yl)-1H-pyrazolo[4,3-c]pyridin-3-amine ClC1=CC2=C(C=N1)C(=NN2)N(C2CN(CC2)C)C